Cl.N=1C=NC(C=2C1N=CC2)=NN pyrrolo[2,3-d]pyrimidin-4-one hydrazone hydrochloride